2,7-dimethyl-N-((6-methyl-4-(methylthio)-2-oxo-1,2-dihydropyridin-3-yl)methyl)-2-(piperidin-4-yl)-[4,5'-bibenzo[d][1,3]dioxol]-6-carboxamide hydrochloride Cl.CC1(OC2=C(O1)C(=C(C=C2C2=CC1=C(OCO1)C=C2)C(=O)NCC=2C(NC(=CC2SC)C)=O)C)C2CCNCC2